C(C)(C)(C)OC(CCCCCCCCCCCCCCCCC(=O)O)=O 18-(tert-butoxy)-18-oxooctadecanoic acid